BrC1=CC(=NN1COCC[Si](C)(C)C)C(=O)N1C2CC(CC1CC2)C(=O)[O-] 8-(5-bromo-1-((2-(trimethylsilyl)ethoxy)methyl)-1H-pyrazole-3-carbonyl)-8-azabicyclo[3.2.1]octane-3-carboxylate